benzoic anhydride C(C1=CC=CC=C1)(=O)OC(C1=CC=CC=C1)=O